tert-butyl 2-[2-ethyl-7-({8-fluoro-2-methylimidazo[1,2-a]pyridin-6-yl}carbamoyl)indazol-4-yl]-2,6-diazaspiro[3.4]octane-6-carboxylate C(C)N1N=C2C(=CC=C(C2=C1)N1CC2(C1)CN(CC2)C(=O)OC(C)(C)C)C(NC=2C=C(C=1N(C2)C=C(N1)C)F)=O